(2R)-2-((1-chloro-4-(2-chloro-4-fluorophenyl)isoquinolin-7-yl)oxy)-1-(3-(methylsulfonyl)piperidin-1-yl)propan-1-one ClC1=NC=C(C2=CC=C(C=C12)O[C@@H](C(=O)N1CC(CCC1)S(=O)(=O)C)C)C1=C(C=C(C=C1)F)Cl